CN(C)CC=1N=C(OC1)N(CC1=CC(=CC=C1)N1CCOCC1)CC1=CC(=CC=C1)OC 4-((dimethylamino)methyl)-N-(3-methoxybenzyl)-N-(3-morpholinobenzyl)oxazol-2-amine